N-(tetrahydro-2H-pyran-3-yl)pyrazine-2-carboxamide O1CC(CCC1)NC(=O)C1=NC=CN=C1